O=C1N(CC23C1C(C(C=C2)O3)C(=O)O)CCC3=NC=CC=C3 4-Oxo-3-(2-pyridin-2-yl-ethyl)-10-oxa-3-aza-tricyclo[5.2.1.0*1,5*]dec-8-ene-6-carboxylic acid